ethyl 2-(3-chloro-2-fluoro-4-(2-fluoro-4-hydroxy-3-isopropylbenzyl)phenoxy)acetate ClC=1C(=C(OCC(=O)OCC)C=CC1CC1=C(C(=C(C=C1)O)C(C)C)F)F